1-3-anilinopropyltrimethoxysilane N(C1=CC=CC=C1)CCC[Si](OC)(OC)OC